Benzyl N-(3-hydroxypropyl)carbamate C1=CC=C(C=C1)COC(=O)NCCCO